C(C)OP(=O)(OCC)[C@H](C1=CC2=C(SC(=C2)C(=O)OCC2=CC=CC=C2)C=C1)F |r| rac-benzyl 5-((diethoxyphosphoryl)fluoromethyl)benzo[b]thiophene-2-carboxylate